3-(4-{[1-(2-thienylmethyl)-1H-pyrazol-4-yl]methyl}phenyl)-5-(trifluoromethyl)-4,5-dihydro-1,2-oxazol-5-ol S1C(=CC=C1)CN1N=CC(=C1)CC1=CC=C(C=C1)C1=NOC(C1)(O)C(F)(F)F